[C@H]12CN(C[C@H](CC1)S2)C=2C1=C(N=C(N2)OC[C@]23CCCN3C[C@@H](C2)F)C(=C(N=C1)C1=CC(=CC2=CC=CC(=C12)F)O)F 4-(4-((1R,5S)-8-thia-3-azabicyclo[3.2.1]octan-3-yl)-8-fluoro-2-(((2R,7aS)-2-fluorotetrahydro-1H-pyrrolizin-7a(5H)-yl)methoxy)pyrido[4,3-d]pyrimidin-7-yl)-5-fluoronaphthalen-2-ol